The molecule is a sulfoxide that is dimethylsulfoxide in which two hydrogens attached to one of the methyl groups are replaced by phenyl groups, while one hydrogen attached to the other methyl group is replaced by a carbamoyl (aminocarbonyl) group. It is a sulfoxide and a monocarboxylic acid amide. C1=CC=C(C=C1)C(C2=CC=CC=C2)S(=O)CC(=O)N